BrC1=CC=C(C2=CC=CC=C12)C(C)N 1-(4-bromo-1-naphthyl)ethanamine